N-(tetrahydrofuran-3-yl)isoindolin-4-amine hydrochloride Cl.O1CC(CC1)NC=1C=2CNCC2C=CC1